ClC=1C=C(C=C(C1)F)C(C)N1CCC(CC1)(F)COCC1=CC(=C(C(=O)O)C=C1C1CC1)F 4-(((1-(1-(3-chloro-5-fluorophenyl)ethyl)-4-fluoropiperidin-4-yl)methoxy)methyl)-5-cyclopropyl-2-fluorobenzoic acid